[Pt](Cl)Cl.C(CCC)P(CCCC)CCCC.C(CCC)P(CCCC)CCCC bis(tri-n-butylphosphine) platinum dichloride